(2-chloro-6-fluorophenyl)-6,7-difluoro-4-(prop-1-en-2-yl)phthalazin-1(2H)-one ClC1=C(C(=CC=C1)F)N1C(C2=CC(=C(C=C2C(=N1)C(=C)C)F)F)=O